NC(C(CC=1C(NC=CC1)=O)NC(OC(C)(C)C)=O)=O tert-butyl (1-amino-1-oxo-3-(2-oxo-1,2-dihydropyridin-3-yl)propan-2-yl)carbamate